(2R,3R)-3,7,4'-trihydroxy-5-methoxy-8-isopentenyl-flavanone O[C@@H]1[C@H](OC2=C(C(=CC(=C2C1=O)OC)O)CCC(=C)C)C1=CC=C(C=C1)O